FC(CNCCCNC(OC(C)(C)C)=O)(F)F tert-butyl N-{3-[(2,2,2-trifluoroethyl)amino]propyl}carbamate